C(C)(=O)O[C@@]1(C(O)(O[C@@H]([C@H]([C@@H]1O)N)C)OC(C)=O)N diacetoxybacillosamine